COCOC1(CCC(CC1)CS(=O)(=O)[O-])C 4-(methoxymethoxy)-4-methylcyclohexylmethanesulfonate